3-methylpicolinaldehyde CC=1C(=NC=CC1)C=O